3-bromo-5-(4-chloro-2-fluoro-phenoxy)-4-methyl-pyridine BrC=1C=NC=C(C1C)OC1=C(C=C(C=C1)Cl)F